1-(((1R,2R)-1,2-dichloro-2-phenylethyl)sulfinyl)-4-methylbenzene Cl[C@H]([C@@H](C1=CC=CC=C1)Cl)S(=O)C1=CC=C(C=C1)C